4-(trifluoromethanesulfonyl)benzene-1,2-diamine FC(S(=O)(=O)C=1C=C(C(=CC1)N)N)(F)F